BrCC(=O)NC1=CC(=NN1C(C)(C)C)C1CC(C1)O[Si](C1=CC=CC=C1)(C1=CC=CC=C1)C(C)(C)C 2-bromo-N-(1-(tert-butyl)-3-((1s,3s)-3-((tert-butyldiphenylsilyl)oxy)cyclobutyl)-1H-pyrazol-5-yl)acetamide